FC=1C=C(C=C(C1)O)C1CCC(CC1)OC[C@@H]1N[C@@H](C[C@@H]1N(S(=O)(=O)C)CC1=CC=C(C=C1)OC)C N-((2R,3S,5R)-2-(((4-(3-fluoro-5-hydroxyphenyl)cyclohexyl)oxy)methyl)-5-methylpyrrolidin-3-yl)-N-(4-methoxybenzyl)methanesulfonamide